N-(2-(2-methylpyridin-4-yl)-1H-pyrrolo[3,2-c]pyridin-6-yl)-1H-indazole-7-carboxamide CC1=NC=CC(=C1)C1=CC=2C=NC(=CC2N1)NC(=O)C=1C=CC=C2C=NNC12